(9H-Fluoren-9-yl)methyl (S)-(1-amino-4-(dimethylamino)butan-2-yl)(methyl)carbamate trifluoro-acetate FC(C(=O)O)(F)F.NC[C@H](CCN(C)C)N(C(OCC1C2=CC=CC=C2C=2C=CC=CC12)=O)C